C1CCC2=C(C=3CCCC3C=C12)NC(=O)NS(=O)(=NC(C1=CC=CC=C1)(C1=CC=CC=C1)C1=CC=CC=C1)C=1C=NN2C1OCC2C N-((1,2,3,5,6,7-hexahydro-s-indacen-4-yl)carbamoyl)-3-methyl-N'-trityl-2,3-dihydropyrazolo[5,1-b]oxazole-7-sulfonimidamide